5-bromo-2-((tert-butoxycarbonyl)amino)-4-chloronicotinic acid BrC=1C=NC(=C(C(=O)O)C1Cl)NC(=O)OC(C)(C)C